FC(C(=O)O)(F)F.C1(=CC=C(C=C1)CC=1C=C(NC1)C(=O)N[C@H](C(=O)NCC1=CC=C(C=C1)C(N)=N)C)C1=CC=CC=C1 (S)-4-([1,1'-biphenyl]-4-ylmethyl)-N-(1-((4-carbamimidoylbenzyl)amino)-1-oxopropan-2-yl)-1H-pyrrole-2-carboxamide trifluoroacetate